C1=C(C=CC2=CC=CC=C12)N1C2=CC=CC=C2C=2C=C(C=CC12)C1=CC=C(C=C1)NC1=CC=C(C=C1)C1=CC=CC=C1 N-[4-(9-(2-naphthalenyl)-9H-carbazol-3-yl)phenyl][1,1'-biphenyl]-4-amine